(S)-tert-butyl (1-((2-methyl-1-(pyridin-4-yl)propan-2-yl)amino)-1-oxopropan-2-yl)carbamate CC(CC1=CC=NC=C1)(C)NC([C@H](C)NC(OC(C)(C)C)=O)=O